1-(3-aminophenyl)dihydropyrimidine-2,4(1H,3H)-dione NC=1C=C(C=CC1)N1C(NC(CC1)=O)=O